(2R,3S)-2-((2R,3R)-3-((R,E)-4-(benzyldimethylsilyl)-2-hydroxy-2-methylbut-3-en-1-yl)oxiran-2-yl)pentan-3-ol C(C1=CC=CC=C1)[Si](/C=C/[C@](C[C@@H]1[C@H](O1)[C@H](C)[C@H](CC)O)(C)O)(C)C